C(C)C1(N(CCCC1)CC1=C2C=CNC2=C(C=C1OC)C)C1=CC=C(C(=O)O)C=C1 4-(ethyl-1-((5-methoxy-7-methyl-1H-indol-4-yl)methyl)piperidin-2-yl)benzoic acid